N-4-aminobutyl-N-methyl-ammonia NCCCCNC